1-(3,5-dimethoxyphenyl)-4-(3-bromobenzoyl)piperazine-2,5-dione COC=1C=C(C=C(C1)OC)N1C(CN(C(C1)=O)C(C1=CC(=CC=C1)Br)=O)=O